1-(2-methylpropyl)-5-[3-(3-methylthiophen-2-yl)-1,2,4-oxadiazol-5-yl]-1H-1,2,3-benzotriazole CC(CN1N=NC2=C1C=CC(=C2)C2=NC(=NO2)C=2SC=CC2C)C